mono-2-methyltetrahydrofuran CC1OCCC1